BrC1=C(C=2N(N=C1Cl)C(=CN2)C(=O)OCC)N(CC2=CC=C(C=C2)OC)CCO ethyl 7-bromo-6-chloro-8-[(2-hydroxyethyl)[(4-methoxyphenyl)methyl]amino]imidazo[1,2-b]pyridazine-3-carboxylate